F[C@@H]1C[C@]2(CCCN2C1)C(C)O 1-((2R,7aR)-2-fluorotetrahydro-1H-pyrrolizin-7a(5H)-yl)ethan-1-ol